ClC(OC1=CC=C(C=C1)NC(=O)C1=CC2=C(N(C=N2)C(C)C)C(=C1)C1=NN(C=C1C#N)COCC[Si](C)(C)C)(F)F N-(4-(chlorodifluoromethoxy)phenyl)-7-(4-cyano-1-((2-(trimethylsilyl)ethoxy)methyl)-1H-pyrazol-3-yl)-1-isopropyl-1H-benzo[d]imidazole-5-carboxamide